2-(2,3-Dihydrobenzo[b][1,4]dioxin-6-yl)-3-(2-methylpyridin-4-yl)imidazo[1,2-a]pyrimidine O1C2=C(OCC1)C=C(C=C2)C=2N=C1N(C=CC=N1)C2C2=CC(=NC=C2)C